β-naphthylthiazole C1=C(C=CC2=CC=CC=C12)C=1SC=CN1